BrC=1C(=C2C(CNC2=CC1)=O)Cl 5-bromo-4-chloro-3-oxindole